C(C)N(C(=O)C1=C(OC=2C(=NC=NC2)N2CC3(C2)CCN(CC3)C(=O)OC(C)(C)C)C=CC(=C1)F)C(C)C tert-butyl 2-(5-(2-(ethyl (isopropyl) carbamoyl)-4-fluorophenoxy) pyrimidin-4-yl)-2,7-diazaspiro[3.5]nonane-7-carboxylate